4-(2-(4-(2-acetyl-5-chlorophenyl)-2-oxapiperazin-1-yl)-3-phenylpropionamido)benzoic acid tert-butyl ester C(C)(C)(C)OC(C1=CC=C(C=C1)NC(C(CC1=CC=CC=C1)N1OCN(CC1)C1=C(C=CC(=C1)Cl)C(C)=O)=O)=O